(R)-3-((S)-6-(1-(2-(dimethylamino)ethyl)-1H-benzimidazol-2-yl)-5-azaspiro[2.4]heptane-5-carbonyl)-N-hydroxyheptanamide CN(CCN1C(=NC2=C1C=CC=C2)[C@H]2N(CC1(CC1)C2)C(=O)[C@@H](CC(=O)NO)CCCC)C